2-(2-((2-(6,7-dihydro-1H-[1,4]dioxino[2',3':4,5]benzo[1,2-d]imidazol-2-yl)ethyl)amino)ethyl)-N-((3-fluoropyridin-2-yl)methyl)oxazole-4-carboxamide N1C(=NC2=C1C=C1C(=C2)OCCO1)CCNCCC=1OC=C(N1)C(=O)NCC1=NC=CC=C1F